1-Undecyl-2-Methylpiperidinium cyanid [C-]#N.C(CCCCCCCCCC)[NH+]1C(CCCC1)C